2-(3,5-dichloro-4-((5-isopropyl-6-oxo-1,6-dihydropyridazin-3-yl)oxy)phenyl)-3,5-dioxo-2,3,4,5-tetrahydro-1,2,4-triazine-6-carbonitrile ClC=1C=C(C=C(C1OC1=NNC(C(=C1)C(C)C)=O)Cl)N1N=C(C(NC1=O)=O)C#N